m-bis(α-chloroisopropyl)benzene ClC(C)(C)C1=CC(=CC=C1)C(C)(C)Cl